(R)-3-(3-fluorophenethyl)-8,9,9a,10-tetrahydropyrimido[6',1':2,3]imidazo[1,5-c][1,3]oxazin-1(6H)-one FC=1C=C(CCC2=NC(N3C(N4COCC[C@@H]4C3)=C2)=O)C=CC1